C1(CC1)C1=NC=NC(=C1C1=NC=C(C(=N1)OCC1=CC(=C(C=C1)C=1N(C=C(N1)C(F)(F)F)C)F)OC)OC([2H])([2H])[2H] 2-[4-cyclopropyl-6-(trideuteriomethoxy)pyrimidin-5-yl]-4-[[3-fluoro-4-[1-methyl-4-(trifluoromethyl)imidazol-2-yl]phenyl]methoxy]-5-methoxy-pyrimidine